3α,7α-dihydroxyl-6α-ethyl-5β-cholan-24-oic acid magnesium salt [Mg+2].O[C@H]1C[C@H]2[C@H]([C@H]([C@H]3[C@@H]4CC[C@H]([C@@H](CCC(=O)[O-])C)[C@]4(CC[C@@H]3[C@]2(CC1)C)C)O)CC.O[C@H]1C[C@H]2[C@H]([C@H]([C@H]3[C@@H]4CC[C@H]([C@@H](CCC(=O)[O-])C)[C@]4(CC[C@@H]3[C@]2(CC1)C)C)O)CC